FC=1C=C2C=CC(N(C2=CC1)CC(=O)N)=O (6-fluoro-2-oxoquinolin-1(2H)-yl)acetamide